2-(3-(N-(4-bromophenyl)sulfamoyl)benzamido)ethyl carbamate C(N)(OCCNC(C1=CC(=CC=C1)S(NC1=CC=C(C=C1)Br)(=O)=O)=O)=O